5-(dibenzylamino)-3-(ethoxycarbonyl)pentanoic acid C(C1=CC=CC=C1)N(CCC(CC(=O)O)C(=O)OCC)CC1=CC=CC=C1